ClC1=NC=C(C(=N1)C1=C(C=C(C#N)C=C1)F)C 4-(2-chloro-5-methylpyrimidin-4-yl)-3-fluorobenzonitrile